4-propyl-phenylacetylene bromide [Br-].C(CC)C1=CC=C(C=C1)C#C